(1R,2S,5S)-N-((S)-4-amino-3,4-dioxo-1-((S)-2-oxopyrrolidin-3-yl)butan-2-yl)-3-((S)-3,3-dimethyl-2-pivalamidobutanoyl)-6,6-dimethyl-3-azabicyclo[3.1.0]hexane-2-carboxamide NC(C([C@H](C[C@H]1C(NCC1)=O)NC(=O)[C@@H]1[C@H]2C([C@H]2CN1C([C@H](C(C)(C)C)NC(C(C)(C)C)=O)=O)(C)C)=O)=O